C1(CC1)NC(C1=CC(=CC=C1)CNC1=NC=C(C2=C1CCO2)C2=CC=NC=C2)=O N-cyclopropyl-3-(((7-(pyridin-4-yl)-2,3-dihydrofuro[3,2-c]pyridin-4-yl)amino)methyl)benzamide